tert-butyl 3-(3-amino-6-(2-hydroxyphenyl) pyridazin-4-yl)-3,8-diazabicyclo[3.2.1]octane-8-carboxylate NC=1N=NC(=CC1N1CC2CCC(C1)N2C(=O)OC(C)(C)C)C2=C(C=CC=C2)O